3,6-bis(4-amino-2-methylphenoxy)benzonorbornene NC1=CC(=C(OC2C3C4=C(C2CC3)C=C(C=C4)OC4=C(C=C(C=C4)N)C)C=C1)C